4-(7-(Azacyclooctan-1-yl)-5-chloro-[1,2,4]triazolo[1,5-a]pyrimidin-6-yl)-3,5-difluorobenzonitrile N1(CCCCCCC1)C1=C(C(=NC=2N1N=CN2)Cl)C2=C(C=C(C#N)C=C2F)F